4-mercaptoethylpyridine rhodium acetate C(C)(=O)[O-].[Rh+3].SCCC1=CC=NC=C1.C(C)(=O)[O-].C(C)(=O)[O-]